C(C)P(C1=C(SC(=C1P(CC)CC)C1CCCCC1)C1CCCCC1)CC 3,4-bis(diethylphosphino)-2,5-dicyclohexylthiophene